CS(=O)(=O)OC1CCC(CC1)C1CC1 (1r,4r)-4-cyclopropylcyclohexyl methanesulfonate